FC1(CCC(CC1)N1C=NC=C(C1=O)NC(C1=C(C=C(C=C1)NS(=O)(=O)CCO)N1CCC2(CC2)CC1)=O)F N-(1-(4,4-difluorocyclohexyl)-6-oxo-1,6-dihydropyrimidin-5-yl)-4-((2-hydroxyethyl)sulfonamido)-2-(6-azaspiro[2.5]octan-6-yl)benzamide